4-butoxy-3-fluoro-N-hydroxybenzimidamide C(CCC)OC1=C(C=C(C(NO)=N)C=C1)F